COC1=COC2=C(C(=C(C=C2C1=O)OC)OC)OC 3,6,7,8-tetramethoxy-4h-chromen-4-one